ClC=1C=C(C=CC1)C(C(C(C)C)OC(=O)N[C@@H](CC1=CC=CC=C1)C(=O)O)(F)F (((1-(3-chlorophenyl)-1,1-difluoro-3-methylbutan-2-yl)oxy)carbonyl)-L-phenylalanine